C(C(C)C)C1(OCC(O1)CO)C isobutyl-2-methyl-1,3-dioxolane-4-methanol